ClC1=CC2=C(N(C([C@@H](N=C2C2=CC=CC=C2)[C@@H](C)OC)=O)CC(=O)O)C=C1 2-((S)-7-chloro-3-((R)-1-methoxyethyl)-2-oxo-5-phenyl-2,3-dihydro-1H-benzo[e][1,4]diazepin-1-yl)acetic acid